NC([C@H](COCC1CN(C1)C(=O)OC(C)(C)C)NC(=O)C1=C(OC2=C1C=C(C=C2)[C@H]2[C@@H](C2)C2=CC=CC=C2)C)=O tert-butyl 3-(((S)-3-amino-2-(2-methyl-5-(trans-2-phenylcyclopropyl)benzofuran-3-carboxamido)-3-oxopropoxy)methyl)azetidine-1-carboxylate